NC=1C=2N(C=CN1)C(=NC2C2=CC=C(C=C2)C(NC2=NC=CC(=C2)C(F)(F)F)=O)N2CCCC2 (3S)-1-[8-Amino-1-(4-{[4-(trifluoromethyl)pyridin-2-yl]carbamoyl}phenyl)imidazo[1,5-a]pyrazin-3-yl]pyrrolidin